tri(4-imidazolyl-phenyl)amine N1C(=NC=C1)C1=CC=C(C=C1)N(C1=CC=C(C=C1)C=1NC=CN1)C1=CC=C(C=C1)C=1NC=CN1